fluoro-3,4-dimethoxy-1,1'-biphenyl FC1=C(C=CC(=C1OC)OC)C1=CC=CC=C1